N-[[2-[(4-fluoro-1-piperidinyl)methyl]-1H-indol-6-yl]methyl]-4-oxo-pyrido[1,2-a]pyrimidine-2-carboxamide FC1CCN(CC1)CC=1NC2=CC(=CC=C2C1)CNC(=O)C=1N=C2N(C(C1)=O)C=CC=C2